anilinium hafnium [Hf+4].[NH3+]C1=CC=CC=C1